BrC1=CC=C(C=C1)CC(=O)NN1C(C2=CC=CC=C2C(=N1)C1=CC=C(C=C1)Cl)=O 2-(4-bromophenyl)-N-[4-(4-chlorophenyl)-1-oxophthalazin-2(1H)-yl]acetamide